tert-butyl 2-(6-fluoropyridin-3-yl)-4-oxo-6,7-dihydrothiazolo[5,4-c]pyridine-5(4H)-carboxylate FC1=CC=C(C=N1)C=1SC=2C(N(CCC2N1)C(=O)OC(C)(C)C)=O